[C@H]12CC(C[C@H](CC1)N2)C2=C(C(=O)NC)C=CC(=C2)C2C(C2)C=2C1=C(N=C(N2)C#N)SC=C1 ((1R,3s,5S)-8-azabicyclo[3.2.1]oct-3-yl)-4-(2-(2-cyanothieno[2,3-d]pyrimidin-4-yl)cyclopropyl)-N-methylbenzamide